CC1(CC1)CC(=N)N 2-(1-methylcyclopropyl)acetamidine